[OH-].CN1C=CC2=[N+](C=CC=C21)C 1,4-dimethyl-1H-pyrrolo[3,2-b]pyridin-4-ium hydroxide